3-pyridylmethyl 4-(3-hydroxy-3-methyl-but-1-ynyl)-2,6-dimethyl-7-oxo-1H-pyrrolo[2,3-c]pyridine-3-carboxylate OC(C#CC=1C2=C(C(N(C1)C)=O)NC(=C2C(=O)OCC=2C=NC=CC2)C)(C)C